O[C@@H]1[C@H](CCCC1)C#N (1R,2S)-2-Hydroxycyclohexanecarbonitrile